6-acetyl-2-((5-(4-(4-(chloromethyl)phenoxy)piperidin-1-yl)pyridin-2-yl)amino)-8-cyclopentyl-5-methylpyrido[2,3-d]pyrimidin-7(8H)-one C(C)(=O)C1=C(C2=C(N=C(N=C2)NC2=NC=C(C=C2)N2CCC(CC2)OC2=CC=C(C=C2)CCl)N(C1=O)C1CCCC1)C